3-(3-(cyclopropylmethyl)-7-(((3S,4R)-3-fluoro-1-methylpiperidin-4-yl)amino)benzofuran-2-yl)prop-2-yn C1(CC1)CC1=C(OC2=C1C=CC=C2N[C@H]2[C@H](CN(CC2)C)F)C#CC